2-(3-(5-amino-6-oxo-1,6-dihydropyridin-3-yl)-4,4-difluoropiperidin-1-yl)-N-(5-phenoxypyridin-2-yl)propionamide NC1=CC(=CNC1=O)C1CN(CCC1(F)F)C(C(=O)NC1=NC=C(C=C1)OC1=CC=CC=C1)C